(4,4,5,5-tetramethyl-1,3,2-dioxaborolan-2-yl)pyrazolo[1,5-b]pyridazine CC1(OB(OC1(C)C)C1=NN2N=CC=CC2=C1)C